C(C)(C)(C)OC(=O)N1CCN(CC1)C1=CC(=C(C(=O)O)C=C1)CO 4-{4-[(tert-butoxy)carbonyl]piperazin-1-yl}-2-(hydroxymethyl)benzoic acid